2-(6-((5-bromo-2H-benzo[d][1,2,3]triazol-2-yl)methyl)pyridin-3-yl)-5-(difluoromethyl)-1,3,4-oxadiazole BrC1=CC=2C(=NN(N2)CC2=CC=C(C=N2)C=2OC(=NN2)C(F)F)C=C1